(S)-1-(3-bromo-1-(2-((tert-butyldimethylsilyl)oxy)propyl)-1H-pyrazol-5-yl)ethan-1-one BrC1=NN(C(=C1)C(C)=O)C[C@H](C)O[Si](C)(C)C(C)(C)C